CN1C(N)=NC=2N=CNC2C1=O 1-methylguanin